3-bromo-5,5,8,8-tetramethyl-5,6,7,8-tetrahydro-naphtho[2,3-b]thiophene BrC=1C2=C(SC1)C=C1C(CCC(C1=C2)(C)C)(C)C